2-(4-cyclopropyl-6-methoxy-pyrimidin-5-yl)-4-methyl-6-[[4-[1-methyl-4-(trifluoromethyl)imidazol-2-yl]phenyl]methoxy]pyrimidine C1(CC1)C1=NC=NC(=C1C1=NC(=CC(=N1)C)OCC1=CC=C(C=C1)C=1N(C=C(N1)C(F)(F)F)C)OC